C[C@@]12CCC=3N=C(SC3C2=CC[C@H]2[C@H]3[C@](CC[C@H]12)(C(CC3)C(C)CCCC(C)C)C)NC3=CC=C(C=C3)C (5aR,5bS,7aR,10aS,10bS)-5a,7a-dimethyl-8-(6-methylheptan-2-yl)-N-(4-methylphenyl)-5,5a,5b,6,7,7a,8,9,10,10a,10b,11-dodecahydro-4H-cyclopenta[7,8]phenanthro[2,1-d]thiazol-2-amine